C1(CC1)C(C(C)C1=C(C(=CC=C1)C(C)C1CC1)O)=O 1-cyclopropyl-2-(3-(1-cyclopropylethyl)-2-hydroxyphenyl)-1-propanone